N-[3-(2,3-dioxo-2,3,7,8,9,10-hexahydrobenzo[f]quinoxalin-4(1H)-yl)phenyl]-2-nitrobenzenesulfonamide O=C1C(N(C=2C=CC3=C(C2N1)CCCC3)C=3C=C(C=CC3)NS(=O)(=O)C3=C(C=CC=C3)[N+](=O)[O-])=O